[Si](C)(C)(C(C)(C)C)OCCNC=1N=C(C2=C(N1)CN(CC2)C(=O)OC(C)(C)C)OC2=C(C=CC=C2)C(F)(F)F tert-butyl 2-([2-[(tert-butyldimethylsilyl) oxy] ethyl] amino)-4-[2-(trifluoromethyl) phenoxy]-5h,6h,7h,8h-pyrido[3,4-d]pyrimidine-7-carboxylate